methyl (2S)-3,3-dicyclopropyl-2-[[2-(3-methylsulfonylpropyl)pyrazole-3-carbonyl]amino]propanoate C1(CC1)C([C@@H](C(=O)OC)NC(=O)C=1N(N=CC1)CCCS(=O)(=O)C)C1CC1